ethyl (S)-3-amino-3-(5-(3-chlorophenyl)thiophen-2-yl)propanoate N[C@@H](CC(=O)OCC)C=1SC(=CC1)C1=CC(=CC=C1)Cl